BrC=1C=CC(=C(C(=O)O)C1)O 5-bromo-2-hydroxybenzoic acid